FC1=C(C(=C(C=C1OC)OC)F)C(=O)C1=CC=2C(=CN=C(C2)NC2=C(C=CC=C2[N+](=O)[O-])C)N1CC1=CC=C(C=C1)OC (2,6-difluoro-3,5-dimethoxyphenyl)(1-(4-methoxybenzyl)-5-(2-methyl-6-nitrophenylamino)-1H-pyrrolo[2,3-c]pyridin-2-yl)methanone